CNC(=O)C1=NC(=NC=C1)NC1CCC(CC1)OS(=O)(=O)C Methanesulfonic acid [4-[[4-(methylcarbamoyl)-pyrimidin-2-yl] amino] cyclohexyl] ester